C(CC)C=1C=C(C=CC1C1(C(C(=C(C2=CC=CC=C12)N)\N=N\[H])O)S(=O)(=O)O)C1=CC(=C(C=C1)C1(C(C(=C(C2=CC=CC=C12)N)\N=N\[H])O)S(=O)(=O)O)CCC 1,1'-(3,3'-dipropyl[1,1'-biphenyl]-4,4'-diyl)bis{4-amino-2-hydroxy-3-[(E)-diazenyl]naphthalene-1-sulfonic acid}